C1CCC2=C(C=3CCCC3C=C12)NC(=O)N=[S@](=O)(N)C=1OC=C(C1)C(C)(C)O |o1:16| (R) or (S)-N'-(1,2,3,5,6,7-hexahydro-s-indacen-4-ylcarbamoyl)-4-(2-hydroxypropan-2-yl)furan-2-sulfonimidamide